NC=1C=C(C=CC1[N+](=O)[O-])C1=C(NC=2N(C1=O)N=C(C2N2CCCCC2)C2=CC=CC=C2)C 6-(3-amino-4-nitrophenyl)-5-methyl-2-phenyl-3-(piperidin-1-yl)pyrazolo[1,5-a]pyrimidin-7(4H)-one